BrC1=CC2=C(N(C(=N2)C=2N3C(C(NC4=CC=CC(C2)=C34)=O)CC)C)C(=C1)F 2-(5-bromo-7-fluoro-1-methyl-benzoimidazol-2-yl)-11-ethyl-1,9-diazatricyclo[6.3.1.04,12]dodeca-2,4(12),5,7-tetraen-10-one